(1-acetylazetidin-3-yl)oxyl-2-(4-chlorophenoxy)propanamid C(C)(=O)N1CC(C1)OC(C(=O)N)(C)OC1=CC=C(C=C1)Cl